C(C)(C)(C)C1=CC=C(CN(CC2=CC=C(C=C2)C(F)(F)F)CC(=O)O)C=C1 N-(4-tert-butyl-benzyl)-N-(4-trifluoromethyl-benzyl)aminoacetic acid